C(C)(C)(C)OC(=O)N1CC(C1)COC=1CCN(CC1)CC1=CC=CC=C1 3-(((1-benzyl-1,2,3,6-tetrahydropyridin-4-yl)oxy)methyl)azetidine-1-carboxylic acid tert-butyl ester